ClC1=C(C(=NC(=N1)SCCC)NC1CCCCC1)N 6-Chloro-N4-cyclohexyl-2-(propylsulfanyl)pyrimidine-4,5-diamine